ClC1=C2C=CC(NC2=CC(=C1)C)=O 5-chloro-7-methyl-1,2-dihydro-quinolin-2-one